5-[[(1R)-1-[3-(trifluoromethyl)phenyl]ethyl]amino]pyrido[2,3-d]pyridazin-2-one FC(C=1C=C(C=CC1)[C@@H](C)NC1=C2C(=CN=N1)NC(C=C2)=O)(F)F